C(C)(C)(C)C1=CC=C(C=C1)S(=O)(=O)F 4-(t-butyl)benzenesulfonyl fluoride